C(C)(C)(C)SC1=CC=2N(C=C1)N=CC2 5-tert-butylsulfanyl-pyrazolo[1,5-a]pyridine